S1SC(CC1)CCCCC(=O)OCCOC(CCCC1=CC=CC=C1)=O 2-((4-phenylbutanoyl)oxy)ethyl 5-(1,2-dithiolan-3-yl)pentanoate